C1=CC=CC=2C3=CC=CC=C3C(C12)COC(=O)N[C@@H](CC(=O)O)C(=O)OC(C)(C)C (3S)-3-[9H-fluoren-9-ylmethoxycarbonylamino]-4-[(2-methylpropan-2-yl)oxy]-4-oxobutanoic acid